BrC=1C=C2C(=NC1Cl)NC(O2)=S 6-Bromo-5-chloro-3H-oxazolo[4,5-b]pyridine-2-thione